1-(benzofuran-4-yl)-3,3-dimethoxycyclobutane-1-carbonitrile O1C=CC2=C1C=CC=C2C2(CC(C2)(OC)OC)C#N